FC(C(CCS(=O)(=O)C)C1=CC=CC(=N1)N1N=CC(=C1)C1=NC=2C(=NC=CC2)N1)(F)F (1-(6-(1,1,1-trifluoro-4-(methylsulfonyl)butan-2-yl)pyridin-2-yl)-1H-pyrazol-4-yl)-3H-imidazo[4,5-b]pyridine